2-[3-(4-tert-butoxycarbonylpiperazin-1-yl)-6-(dimethylamino)-2-ethyl-7-fluoro-4-oxo-1,5-naphthyridin-1-yl]acetic acid C(C)(C)(C)OC(=O)N1CCN(CC1)C1=C(N(C2=CC(=C(N=C2C1=O)N(C)C)F)CC(=O)O)CC